COC1=CC=C(C=C1)CC1=C(C=CC(=C1C=1N=CN(C1)C)NCC1=CC=C(C=C1)OC(F)(F)F)S(=O)(=O)NC [(4-methoxyphenyl)methyl]-N-methyl-3-(1-methylimidazol-4-yl)-4-[[4-(trifluoromethoxy)phenyl]methylamino]benzenesulfonamide